tert-butyl ((3S,7S)-5-hydroxy-7-methylazepan-3-yl)carbamate OC1C[C@@H](CN[C@H](C1)C)NC(OC(C)(C)C)=O